C(C)C1=CC=C(C=C1)NC(CCCCCCC(=O)NO)=O N-(4-ethylphenyl)-N'-hydroxyoctanediamide